imino(1-(2-(7-methoxyquinolin-4-yl)ethyl)piperidin-4-yl)(methyl)-λ6-sulfanone N=S(=O)(C)C1CCN(CC1)CCC1=CC=NC2=CC(=CC=C12)OC